2,4-dichloro-1,3-thiazole ClC=1SC=C(N1)Cl